2-(1-(tert-butoxycarbonyl)pyrrolidin-2-yl)benzoic acid C(C)(C)(C)OC(=O)N1C(CCC1)C1=C(C(=O)O)C=CC=C1